1-[2-amino-6-(5-methoxy-1,2,3-benzotriazol-1-yl)pyrimidin-4-yl]azetidine NC1=NC(=CC(=N1)N1CCC1)N1N=NC2=C1C=CC(=C2)OC